2-(but-3-en-1-yl)-2-(cyclohex-1-en-1-yl)malononitrile C(CC=C)C(C#N)(C#N)C1=CCCCC1